CC=1C=C(C=C(C1)C)P(C1=CC(=CC(=C1)C)C)CC1=NC(=CC=C1)CP(C1=CC(=CC(=C1)C)C)C1=CC(=CC(=C1)C)C 2,6-bis[bis(3,5-dimethylphenyl)phosphinomethyl]pyridine